C[Si](C)(C)C#CC=1C=NC(=NC1)C1=CC=C(N)C=C1 4-(5-((trimethylsilyl)ethynyl)pyrimidin-2-yl)aniline